C(C1=CC=CC=C1)OC1=NC(=CC=C1NC1=CC(N(C=C1)C1CCN(CC1)C(=O)OC(C)(C)C)=O)OCC1=CC=CC=C1 tert-butyl 4-(4-((2,6-bis(benzyloxy)pyridin-3-yl)amino)-2-oxopyridin-1(2H)-yl)piperidine-1-carboxylate